2-[[3-[[4-[4-(3,5-Dichlorophenyl)piperazin-1-yl]sulfonylphenyl]carbamoyl]-4-[methyl-(methylsulfonyl)amino]benzoyl]amino]acetic acid ClC=1C=C(C=C(C1)Cl)N1CCN(CC1)S(=O)(=O)C1=CC=C(C=C1)NC(=O)C=1C=C(C(=O)NCC(=O)O)C=CC1N(S(=O)(=O)C)C